2,3,4,5,6-pentakis(fluoranyl)benzenethiol FC1=C(C(=C(C(=C1F)F)F)F)S